(4S)-2-[1-(cyclopropylcarbonyl)piperidin-4-yl]-7-(3,5-dimethylisoxazol-4-yl)-4-pyridin-2-yl-4,5-dihydroimidazo[1,5,4-de][1,4]benzoxazine C1(CC1)C(=O)N1CCC(CC1)C1=NC2=CC=C(C3=C2N1[C@H](CO3)C3=NC=CC=C3)C=3C(=NOC3C)C